dibutyl-aminosilane C(CCC)[SiH](N)CCCC